Cl.C1(CCC2=CC=CC=C12)N 2,3-dihydro-1H-inden-1-amine hydrochloride